FC=1C=2N(C=C(C1)NC(=O)C1=CC=3C(=NC(=CC3)OC3C[C@@H](N([C@@H](C3)C)C(=O)OC(C)(C)C)C)S1)C=C(N2)C tert-butyl (2S,6R)-4-((2-((8-fluoro-2-methylimidazo[1,2-a]pyridin-6-yl)carbamoyl)thieno[2,3-b]pyridin-6-yl)oxy)-2,6-dimethylpiperidine-1-carboxylate